N1(CCCC1)CC1(CCC1)CO (1-(Pyrrolidin-1-ylmethyl)cyclobutyl)methanol